4-methylpiperazine-1-sulfonamide hydrochloride Cl.CN1CCN(CC1)S(=O)(=O)N